ClC1=C(C(=CN=N1)N)C(F)(F)F 6-chloro-5-(trifluoromethyl)pyridazin-4-amine